BrC1=C(C(=C2C(=NC(=NC2=C1F)SC)O)OCC[C@@H]1NCCOC1)Cl (S)-7-bromo-6-chloro-8-fluoro-2-(methylthio)-5-(2-(morpholin-3-yl)ethoxy)quinazolin-4-ol